COC=1C(N(N=CC1)C)=O 4-methoxy-2-methylpyridazin-3(2H)-one